FC(CC1=CC=C(C=C1)C1CN(C1)C(=O)N1C[C@@H]2[C@@H](OCC(N2)=O)CC1)(F)F (4aR,8aS)-6-[3-[4-(2,2,2-Trifluoroethyl)phenyl]azetidine-1-carbonyl]-4,4a,5,7,8,8a-hexahydropyrido[4,3-b][1,4]oxazin-3-one